5-[4-fluoro-3-(trifluoromethyl)phenyl]-3,6-dihydro-2H-1,3,4-oxadiazin-2-one FC1=C(C=C(C=C1)C1=NNC(OC1)=O)C(F)(F)F